NC=1C=C(C=CC1)CNC=1C=NC=C(C1)C1=NC=CC=N1 N-[(3-aminophenyl)methyl]-5-(pyrimidin-2-yl)pyridin-3-amine